N-(6-(5-chloro-2-methylphenyl)imidazo[1,2-a]pyridin-2-yl)-2-fluorocyclopropane-1-carboxamide ClC=1C=CC(=C(C1)C=1C=CC=2N(C1)C=C(N2)NC(=O)C2C(C2)F)C